2-oxo-1,2-dihydroquinoline-3-carbonitrile Boron tribromide B(Br)(Br)Br.O=C1NC2=CC=CC=C2C=C1C#N